C(C1=CC=CC=C1)SC1=CC=C(CC=2C(=NC=3N(C2N(C)C)N=CN3)C)C=C1 6-(4-(benzylthio)benzyl)-N,N,5-trimethyl-[1,2,4]triazolo[1,5-a]pyrimidin-7-amine